2-(2,2-diphenylvinyl)-4,5,6,7-tetrahydrobenzofuran-4-ol C1(=CC=CC=C1)C(=CC=1OC2=C(C1)C(CCC2)O)C2=CC=CC=C2